tert-butyl N-[1-(7-[[2-fluoro-4-(pyrazol-1-yl)phenyl]amino]-1,6-naphthyridine-2-carbonyl)piperidin-3-yl]carbamate FC1=C(C=CC(=C1)N1N=CC=C1)NC1=NC=C2C=CC(=NC2=C1)C(=O)N1CC(CCC1)NC(OC(C)(C)C)=O